C(CC(C)C)C(C(=O)O)=C.C(C=C)(=O)OCCC(C)C isopentyl acrylate (isopentyl acrylate)